1-(2-hydroxy-4,6-dimethoxy-phenyl)ethanone OC1=C(C(=CC(=C1)OC)OC)C(C)=O